tris(2-chloro-4,6-di-t-butylphenyl) phosphite P(OC1=C(C=C(C=C1C(C)(C)C)C(C)(C)C)Cl)(OC1=C(C=C(C=C1C(C)(C)C)C(C)(C)C)Cl)OC1=C(C=C(C=C1C(C)(C)C)C(C)(C)C)Cl